C(C)(C)(C1=CC=CC=C1)C1=C(OP2OCC3(CO2)COP(OC3)OC3=C(C=C(C=C3)C(C)(C)C3=CC=CC=C3)C(C)(C)C3=CC=CC=C3)C=CC(=C1)C(C)(C)C1=CC=CC=C1 3,9-di(2,4-dicumylphenoxy)-2,4,8,10-tetraoxa-3,9-diphosphaspiro[5.5]undecane